trimethoxytrifluorocyclotriphosphazene COP1(=NP(=NP(=N1)(F)OC)(F)OC)F